ClC1=C(CN(C(=O)C=2C=C(N3CCCCC23)C2=CC3=C(OCO3)C=C2C(=O)N2CC3=CC=CC=C3C[C@H]2CN2CCOCC2)C2=CC=C(C=C2)O)C=CC=C1 (S)-N-(2-chlorobenzyl)-N-(4-hydroxyphenyl)-3-(6-(3-(morpholinomethyl)-1,2,3,4-tetrahydroisoquinoline-2-carbonyl)benzo[d][1,3]dioxol-5-yl)-5,6,7,8-tetrahydroindolizine-1-carboxamide